Cl.ClC=1SC=C(C1N)C(F)F 2-chloro-4-(difluoromethyl)thiophen-3-amine hydrochloride